COC(=O)C1=CC=2C[C@H]3N(CC2C(=C1)F)CCOC3 |r| racemic-7-fluoro-1,3,4,6,11,11a-hexahydro-[1,4]oxazino[4,3-b]isoquinoline-9-carboxylic acid methyl ester